tert-butyl 2-[2-(oxan-2-yloxy)ethoxy]-7-azaspiro[3.5]nonane-7-carboxylate O1C(CCCC1)OCCOC1CC2(C1)CCN(CC2)C(=O)OC(C)(C)C